4,4'-bis(3-aminophenoxy)biphenyl NC=1C=C(OC2=CC=C(C=C2)C2=CC=C(C=C2)OC2=CC(=CC=C2)N)C=CC1